FC1=C(C(=O)N2C[C@@H](CC2)C2=NOC(=C2)C(=O)O)C=CC(=C1OCC1=CC=C(C=C1)OC)OCC1=CC=C(C=C1)OC (R)-3-(1-(2-fluoro-3,4-bis((4-methoxybenzyl)oxy)benzoyl)pyrrolidin-3-yl)isoxazole-5-carboxylic acid